7-Bromo-5-chloro-3-methylbenzotriazole-4-carboxylic acid BrC1=CC(=C(C2=C1N=NN2C)C(=O)O)Cl